2-(dimethylamino)ethyl (S)-2-(4-(4-(3-((tert-butoxycarbonyl)amino)azetidine-1-carbonyl)phenyl)-2,3,9-trimethyl-6H-thieno[3,2-f][1,2,4]triazolo[4,3-a][1,4]diazepin-6-yl)acetate C(C)(C)(C)OC(=O)NC1CN(C1)C(=O)C1=CC=C(C=C1)C1=N[C@H](C=2N(C3=C1C(=C(S3)C)C)C(=NN2)C)CC(=O)OCCN(C)C